2-(2-Aminopyridin-4-yl)-N-(6-(2-methoxypyridin-4-yl)-2,2-dimethyl-2,3-dihydrobenzofuran-5-yl)oxazole-4-carboxamide NC1=NC=CC(=C1)C=1OC=C(N1)C(=O)NC=1C(=CC2=C(CC(O2)(C)C)C1)C1=CC(=NC=C1)OC